(4aR,8aS)-6-[3-[(4-Chlorophenyl)methoxy]pyrrolidine-1-carbonyl]-4,4a,5,7,8,8a-hexahydropyrido[4,3-b][1,4]oxazin-3-one ClC1=CC=C(C=C1)COC1CN(CC1)C(=O)N1C[C@@H]2[C@@H](OCC(N2)=O)CC1